C(C1=CC=CC=C1)OC1=C(C(=C(C=C1)Br)C#CC(C)C)F 1-(benzyloxy)-4-bromo-2-fluoro-3-(3-methylbut-1-yn-1-yl)benzene